2-(5-Methyl-2-(3-(4-methylpiperazin-1-yl)propyl)phenoxy)benzonitrile CC=1C=CC(=C(OC2=C(C#N)C=CC=C2)C1)CCCN1CCN(CC1)C